CN(CCC(=O)N1CCC(CC1)C1=NNC(=C1C(C)C)C=1C=C(C=2N(C1)N=CN2)C)C 3-(dimethylamino)-1-(4-(4-isopropyl-5-(8-methyl-[1,2,4]triazolo[1,5-a]pyridine-6-yl)-1H-pyrazol-3-yl)piperidin-1-yl)propan-1-one